C(C)(C)(C)C=1C=C(CP(O)(O)=O)C=C(C1O)C(C)(C)C.OCCOC1=C(C=CC=C1)C1CC(CCC1)C1=C(C=CC=C1)OCCO 1,3-bis{(2-hydroxyethoxy)phenyl}cyclohexane 3,5-di-tert-butyl-4-Hydroxybenzylphosphonate